Chrysen-6,12-diamine C1=CC=CC=2C3=CC(=C4C=CC=CC4=C3C=C(C12)N)N